chlorodiethyl-(vinyl)silane Cl[Si](C=C)(CC)CC